Racemic-6-(3-(2-(1-(1,3,5-trimethyl-1H-pyrazol-4-yl)ethoxy)acetyl)-3,8-diazabicyclo[3.2.1]octan-8-yl)nicotinonitrile CN1N=C(C(=C1C)C(C)OCC(=O)N1CC2CCC(C1)N2C2=NC=C(C#N)C=C2)C